6-[(1S)-1-(4-bromophenyl)ethoxy]-2,5-dimethyl-pyrimidin-4-amine BrC1=CC=C(C=C1)[C@H](C)OC1=C(C(=NC(=N1)C)N)C